OC1=C(C(=O)C2=C(C(=O)OCC)C=CC=C2)C=CC(=C1)O Ethyl 2-(2,4-dihydroxybenzoyl)benzoate